(R)-N-(3-(1-((6-(3-(2-chloroethyl)ureido)-2-methyl-8,9-dihydro-7H-cyclopenta[h]quinazolin-4-yl)amino)ethyl)-5-(trifluoromethyl)phenyl)acetamide ClCCNC(NC=1C=C2C(=NC(=NC2=C2C1CCC2)C)N[C@H](C)C=2C=C(C=C(C2)C(F)(F)F)NC(C)=O)=O